(tert-butoxy)-5-oxo-4-(4,7,10-tris(2-(tert-butoxy)-2-oxoethyl)-1,4,7,10-tetraazacyclododec-1-yl)pentanoic acid C(C)(C)(C)OC(C(=O)O)CC(C=O)N1CCN(CCN(CCN(CC1)CC(OC(C)(C)C)=O)CC(OC(C)(C)C)=O)CC(=O)OC(C)(C)C